2-(1-methyl-1H-1,2,3-triazol-4-yl)cyclopropane-1-carboxamide CN1N=NC(=C1)C1C(C1)C(=O)N